p-tert-amyl-phenol C(C)(C)(CC)C1=CC=C(C=C1)O